C(C1=CC=CC=C1)C=1NC(=NN1)C(=O)N[C@@H]1C(N(C=2C3=C(NC=C3C1)N=CC2)C)=O (S)-5-benzyl-N-(6-methyl-7-oxo-6,7,8,9-tetrahydro-2H-2,3,6-triaza-benzo[cd]azulen-8-yl)-4H-1,2,4-triazole-3-carboxamide